The molecule is a drimane-type sesquiterpenoid orginally isolated from the liverwort Diplophyllum albicans. It exhibits fish antifeedant, antifungal and antineoplastic activities. It has a role as an antifungal agent, a plant metabolite, an antineoplastic agent, a fungal metabolite, a mammalian metabolite, an antifeedant and a marine metabolite. It is a sesquiterpenoid, a primary alcohol, a homoallylic alcohol and a carbobicyclic compound. It derives from a hydride of a drimane. C[C@]12CCCC([C@@H]1CCC(=C)[C@@H]2CO)(C)C